methanesulfonic acid (2-chloropyrimidin-4-yl)methyl ester ClC1=NC=CC(=N1)COS(=O)(=O)C